ethyl (Z)-5-(4-(2-azidoethoxy)-3-hydroxybenzylidene)-4-oxo-2-(phenylamino)-4,5-dihydrothiophene-3-carboxylate N(=[N+]=[N-])CCOC1=C(C=C(\C=C/2\C(C(=C(S2)NC2=CC=CC=C2)C(=O)OCC)=O)C=C1)O